1-[[7-[1-[(4R)-azepan-4-yl]-6-chloro-3,4-dihydro-2H-quinolin-8-yl]thieno[3,2-b]pyridin-2-yl]methyl]pyrrolidine-2,5-dione, formic acid salt C(=O)O.N1CC[C@@H](CCC1)N1CCCC2=CC(=CC(=C12)C1=C2C(=NC=C1)C=C(S2)CN2C(CCC2=O)=O)Cl